N-(3-((2-amino-5-chlorophenyl)amino)phenyl)methanesulfonamide NC1=C(C=C(C=C1)Cl)NC=1C=C(C=CC1)NS(=O)(=O)C